C(C)OC(C(C(=O)C)=NO)=O 2-(hydroxyimino)acetoacetic acid ethyl ester